4-((S or R)-4-((1R,5S)-3,8-diazabicyclo[3.2.1]octan-3-yl)-6-chloro-2-((1R,3S)-3-(dimethyl-amino)cyclobutoxy)-8-fluoro-quinazolin-7-yl)naphthalen-2-ol dihydrochloride Cl.Cl.[C@H]12CN(C[C@H](CC1)N2)C2=NC(=NC1=C(C(=C(C=C21)Cl)C2=CC(=CC1=CC=CC=C21)O)F)OC2CC(C2)N(C)C